(adamantan-1-yl)-1-isopropyl-4-mesitylbenzimidazol-2-amine C12(CC3CC(CC(C1)C3)C2)C2=C(C3=C(N(C(=N3)N)C(C)C)C=C2)C2=C(C=C(C=C2C)C)C